ClCC(=O)N(C1=CC(=C(C(=C1)C)OC)C)CC1=CC=C(C=C1)F 2-chloro-N-[(4-fluorophenyl)methyl]-N-(4-methoxy-3,5-dimethyl-phenyl)acetamide